4-trifluoromethyl-aniline hydroiodide I.FC(C1=CC=C(N)C=C1)(F)F